C(CC(=O)C)(=O)OC(C)(C)CC t-pentyl acetoacetate